N-[[6-[(2-cyclobutylethylamino)methyl]imidazo[1,2-a]pyridin-2-yl]methyl]-4-oxo-pyrido[1,2-a]pyrimidine-2-carboxamide C1(CCC1)CCNCC=1C=CC=2N(C1)C=C(N2)CNC(=O)C=2N=C1N(C(C2)=O)C=CC=C1